C(C)OC(NC1=NC=CC(=C1)C=1C=C2C(=NNC2=C(C1)Br)N)=O (4-(3-Amino-7-bromo-1H-indazol-5-yl)pyridin-2-yl)carbamic acid ethyl ester